3-(2-chloro-4-(fluoromethyl)thiophen-3-yl)-1-(2,4-dimethoxyphenyl)-7-((2-methoxy-4-(1-methylpiperidin-4-yl)phenyl)amino)-3,4-dihydropyrimido[4,5-d]pyrimidin-2(1H)-one ClC=1SC=C(C1N1C(N(C2=NC(=NC=C2C1)NC1=C(C=C(C=C1)C1CCN(CC1)C)OC)C1=C(C=C(C=C1)OC)OC)=O)CF